N(=[N+]=[N-])CCCCCCCCCCC[Si](OCC)(OCC)OCC 1-azido-11-(triethoxysilyl)undecane